1,3-diiodo-6,6-dimethyl-5,7-dihydropyrrolo[1,2-c]imidazole IC1=C2N(C(=N1)I)CC(C2)(C)C